5-(2-fluoroacetamido)-4-hydroxytetrahydro-2H-pyran-2-carboxylic acid FCC(=O)NC1C(CC(OC1)C(=O)O)O